FC(C(=O)O)(F)F.[C@H]12CN(C[C@H](CC1)N2)C2=NC(=NC1=C3C(=CC=C21)N(C=C3)C3=CC=C(C=C3)F)N3CC(C3)N(CC)CC 1-(4-((1R,5S)-3,8-diazabicyclo[3.2.1]oct-3-yl)-7-(4-fluorophenyl)-7H-pyrrolo[2,3-H]quinazolin-2-yl)-N,N-diethylazacyclobutan-3-amine trifluoroacetate